(hexahydro-1H-pyrrolo[3,4-b]pyrazin-3-yl)methanol N1C=2C(NC(C1)CO)CNC2